2,5-bis(trimethoxysilyl)heptane trifluoroethoxyethyl-methacrylate FC(COCCOC(C(=C)C)=O)(F)F.CO[Si](C(C)CCC(CC)[Si](OC)(OC)OC)(OC)OC